CC(CC(C)=O)=O 2,4-pentanedi-one